C(C)N1C(=NC2=C(C1=O)C=CN2CCCC(=O)O)NC(C)C 4-(3-ethyl-2-(isopropylamino)-4-oxo-3,4-dihydro-7H-pyrrolo[2,3-d]pyrimidin-7-yl)butyric acid